3-(7-fluoro-4-((3-fluoro-4-(piperidin-1-ylmethyl)benzyl)thio)-1-oxoisoindolin-2-yl)piperidine-2,6-dione FC=1C=CC(=C2CN(C(C12)=O)C1C(NC(CC1)=O)=O)SCC1=CC(=C(C=C1)CN1CCCCC1)F